COC(=O)C=1SC(=C(C1N(C(C)=O)CC1CCN(CC1)C)C)C 4,5-dimethyl-3-(N-((1-methylpiperidin-4-yl)methyl)acetamido)thiophene-2-carboxylic acid methyl ester